COC(CCOC(C)=O)C.N1CC(C1)C1=NC=C(C=C1)OC1=CC=C(C=C1)F 2-(azetidin-3-yl)-5-(4-fluorophenoxy)pyridine 3-methoxybutyl-acetate